(9H-fluoren-9-yl)methyl (S)-1-((S)-6,7-dihydro-4H-thieno[3,2-c]pyran-4-yl)ethylcarbamate S1C=CC=2[C@H](OCCC21)[C@H](C)NC(OCC2C1=CC=CC=C1C=1C=CC=CC21)=O